C(CCCCCCC\C=C/C\C=C/CCCCC)(=O)OCC(COC(CCC(OCCCCCCCC)OCCCCCCCC)=O)COC(=O)OCCCN(C)C 3-((4,4-bis(octyloxy)butanoyl)oxy)-2-((((3-(dimethylamino)propoxy)carbonyl)oxy)methyl)propyl (9Z,12Z)-octadeca-9,12-dienoate